4-(2-methoxyphenyl)-6-methylpyridine-3-carboxamide COC1=C(C=CC=C1)C1=C(C=NC(=C1)C)C(=O)N